4-[5-(4-chlorophenyl)-1-[4-fluoro-2-(trifluoromethyl)phenyl]pyrrol-2-yl]-N-[2-(dimethylamino)ethyl]-benzamide ClC1=CC=C(C=C1)C1=CC=C(N1C1=C(C=C(C=C1)F)C(F)(F)F)C1=CC=C(C(=O)NCCN(C)C)C=C1